5-(7-cyano-4-methyl-3,4-dihydroquinoxalin-1(2H)-yl)-1,3-dimethyl-2-oxo-1,2-dihydroquinolin-7-yl trifluoromethanesulfonate FC(S(=O)(=O)OC1=CC(=C2C=C(C(N(C2=C1)C)=O)C)N1CCN(C2=CC=C(C=C12)C#N)C)(F)F